C(C)N1N=C(C=C1C1=NNC(=N1)C1=C2C=NN(C2=CC(=C1)C(=O)N)CCN1C[C@H](OCC1)C)C 4-[3-(1-ethyl-3-methyl-1H-pyrazol-5-yl)-1H-1,2,4-triazol-5-yl]-1-{2-[(2R)-2-methylmorpholin-4-yl]ethyl}-1H-indazole-6-carboxamide